CC1=NC=C(C=N1)NC(O[C@@H](COC1=CC(=C2C(=N1)SC(=N2)C2=C1N=CC(=NC1=CC(=C2)C)OC)C)C)=O (R)-1-((2-(2-methoxy-7-methylquinoxalin-5-yl)-7-methylthiazolo[5,4-b]pyridin-5-yl)oxy)propan-2-yl (2-methylpyrimidin-5-yl)carbamate